6-((4-(4-(fluoromethyl)piperidin-1-yl)phenyl)amino)-3-methylbenzo[d]oxazol-2(3H)-one FCC1CCN(CC1)C1=CC=C(C=C1)NC1=CC2=C(N(C(O2)=O)C)C=C1